NCC(=O)NC1=NC(=C(C=C1)\N=N\C1=C(C=CC=C1)OCC=1OC(OC1C)=O)N (E)-2-amino-N-(6-amino-5-((2-((5-methyl-2-oxo-1,3-dioxol-4-yl)methoxy)phenyl)diazenyl)pyridin-2-yl)acetamide